(4R,5S)-5-hydroxy-1,6-heptadien O[C@@H](CCC=C)C=C